benzyl 3-[(tert-butoxycarbonyl)(1-methylcyclopropyl)amino]pyrrolidine-1-carboxylate C(C)(C)(C)OC(=O)N(C1CN(CC1)C(=O)OCC1=CC=CC=C1)C1(CC1)C